C1=CC(=CC=C1Cl)I 3,3-carbonylbis(7-diethylaminocoumarin)